3-(4-(4-(4-(4'-chloro-5'-oxo-5'H-spiro[cyclohexane-1,7'-indolo[1,2-a]quinazolin]-10'-yl)-[1,4'-bipiperidine]-1'-carbonyl)piperidin-1-yl)-2,6-difluorophenyl)piperidine-2,6-dione ClC=1C=2C(N=C3N(C2C=CC1)C1=CC(=CC=C1C31CCCCC1)C1CCN(CC1)C1CCN(CC1)C(=O)C1CCN(CC1)C1=CC(=C(C(=C1)F)C1C(NC(CC1)=O)=O)F)=O